2-amino-3-[4-hydroxy-7-(3-methyl-2-butenyl)-1H-indol-3-yl]propionic acid NC(C(=O)O)CC1=CNC2=C(C=CC(=C12)O)CC=C(C)C